N1N=C(N=C1)C1=CC=C(C=N1)C1=CN=C2C(=N1)N(C(CN2)=O)CC 7-(6-(1H-1,2,4-triazol-3-yl)pyridin-3-yl)-1-ethyl-3,4-dihydropyrazino[2,3-b]pyrazin-2(1H)-one